Trans-4-(pyridin-2-yloxy)-cyclohexanecarboxylic acid hydrazide N1=C(C=CC=C1)O[C@@H]1CC[C@H](CC1)C(=O)NN